O[Co]F hydroxycobalt fluoride